FC1=CC(=C(C=C1)C(=O)N1[C@@H]2[C@@H](C[C@H](C1)C2)OC2=NC=C(C=C2)C(F)(F)F)C2=NC=CC=N2 (4-fluoro-2-(pyrimidin-2-yl)phenyl)((1S,4R,6R)-6-((5-(trifluoromethyl)pyridin-2-yl)oxy)-2-azabicyclo[2.2.1]heptan-2-yl)methanone